C1NCC12CC(C2)C2=NC(=C(N2C)C=2C=C(C=CC2C(F)(F)F)O)C=2C=C1C=NN(C1=CC2)C 3-[2-(2-azaspiro[3.3]heptan-6-yl)-3-methyl-5-(1-methylindazol-5-yl)imidazol-4-yl]-4-(trifluoromethyl)phenol